COC1=CC=C(C=C1)S(=NC(CC1=CC=C(C=C1)C1=NOC(=N1)C(F)(F)F)=O)(=O)C N-((4-methoxyphenyl)(methyl)(oxo)-λ6-sulfaneylidene)-2-(4-(5-(trifluoromethyl)-1,2,4-oxadiazol-3-yl)phenyl)acetamide